2-(6-(5-chloro-1-((6-(3-fluoro-4-methoxyphenyl)pyridin-3-yl)methyl)-1H-indazole-7-carboxamido)spiro[3.3]heptan-2-yl)acetic acid ClC=1C=C2C=NN(C2=C(C1)C(=O)NC1CC2(CC(C2)CC(=O)O)C1)CC=1C=NC(=CC1)C1=CC(=C(C=C1)OC)F